6-(bromomethyl)-3-chloropyrazine-2-carboxylic acid methyl ester COC(=O)C1=NC(=CN=C1Cl)CBr